7-chloro-3-iodo-1H-pyrazolo[3,4-c]Pyridine ClC=1N=CC=C2C1NN=C2I